7-bromo-4-oxo-3,4-dihydrospiro[benzo[e][1,3]oxazine-2,4'-piperidine]-1'-carboxylic acid tert-butyl ester C(C)(C)(C)OC(=O)N1CCC2(CC1)OC1=C(C(N2)=O)C=CC(=C1)Br